C(CC)C1=C(C=CC=C1)Br propyl-phenyl bromide